(7R)-7-amino-8-oxo-3-((phenylthio)methyl)-5-thia-1-azabicyclo[4.2.0]oct-2-ene-2-carboxylic acid N[C@H]1C2SCC(=C(N2C1=O)C(=O)O)CSC1=CC=CC=C1